Butyl-[(2R)-4-[tert-butyl(dimethyl)silyl]oxy-2-[3-(trifluoromethyl)phenoxy]butoxy]-dimethyl-silane C(CCC)[Si](C)(C)OC[C@@H](CCO[Si](C)(C)C(C)(C)C)OC1=CC(=CC=C1)C(F)(F)F